2-cyclopropyl-4-methoxy-N-(2-(oxazol-5-yl)ethyl)benzamide C1(CC1)C1=C(C(=O)NCCC2=CN=CO2)C=CC(=C1)OC